(R)-Dimethyl 2-(1-(3-acetyl-5-chloro-2-ethoxy-6-fluorophenyl)-2-nitroethyl)malonate C(C)(=O)C=1C(=C(C(=C(C1)Cl)F)[C@H](C[N+](=O)[O-])C(C(=O)OC)C(=O)OC)OCC